Cyclodisilazan N1[SiH2]N[SiH2]1